P(=O)(OC[N+]1=C(C(=CC=C1)C1=CC(=NO1)CC1=CC=C(C=C1)C=C)N)(O)[O-] (2-amino-3-(3-(4-vinylbenzyl)isoxazol-5-yl)pyridin-1-ium-1-yl)methyl hydrogen phosphate